BrC1=CC=C(C[C@H]2CO[C@H](CN2C(=O)OC(C)(C)C)CSC)C=C1 tert-butyl (2R,5S)-5-(4-bromobenzyl)-2-((methylthio)methyl)morpholine-4-carboxylate